2-[[6,7-dichloro-3-(1H-pyrazol-4-yl)-1H-indol-4-yl]amino]acetonitrile ClC1=CC(=C2C(=CNC2=C1Cl)C=1C=NNC1)NCC#N